(5S)-5-(2-{[1-(4-fluorophenyl)-4-methyl-1H-1,2,3-triazol-5-yl]methoxy}-5,6,7,8-tetrahydro-1,6-naphthyridine-6-carbonyl)-1-methylpyrrolidin-2-one FC1=CC=C(C=C1)N1N=NC(=C1COC1=NC=2CCN(CC2C=C1)C(=O)[C@@H]1CCC(N1C)=O)C